ethyl (S)-5-amino-4-((4,4-dimethyltetrahydrofuran-3-yl)amino)picolinate NC=1C(=CC(=NC1)C(=O)OCC)N[C@@H]1COCC1(C)C